COC=1C=C2C(CNCC2=CC1NC=1N=NC(=C(N1)NC1=C(C=CC=C1)S(=O)(=O)C)C(=O)N)(C)C ((6-methoxy-4,4-dimethyl-1,2,3,4-tetrahydroisoquinolin-7-yl)amino)-5-((2-(methylsulfonyl)phenyl)amino)-1,2,4-triazine-6-carboxamide